tert-butyl 6-((4-methyl-2-(trifluoromethyl)pyrimidin-5-yl)sulfonyl)-2,6-diazaspiro[3.3]heptane-2-carboxylate CC1=NC(=NC=C1S(=O)(=O)N1CC2(CN(C2)C(=O)OC(C)(C)C)C1)C(F)(F)F